COC(C(C1=CC=CC=C1)N1C=NC2=CC(=CC=C2C1=O)Br)=O.C1(CCCCC1)NC1=C(C=C(C=C1)S(=O)(=O)NCCN1CCN(CC1)C)NCC1=CC=NC=C1 4-(cyclohexylamino)-N-(2-(4-methylpiperazin-1-yl)ethyl)-3-((pyridin-4-ylmethyl)amino)benzenesulfonamide Methyl-2-(7-bromo-4-oxoquinazolin-3(4H)-yl)-2-phenylacetate